CC(C=O)(CC=C(C)C)C=C 2,5-dimethyl-2-vinyl-4-hexenal